Cl[SiH2]CCC[Si](Cl)(Cl)Cl 1,5,5,5-tetrachloro-1,5-disilapentane